CN1C(=C(C2=CC(=CC=C12)O)C(=O)OCC)C ethyl 1,2-dimethyl-5-hydroxy-1H-indole-3-carboxylate